Cl.Cl.ClC=1C=C(C(=C(C1)C1=NC=NN2C1=CC(=C2)CN2C(C1C(C1C2=O)(C)C)=O)CC2CNC[C@@H](O2)C)C 3-((4-(5-chloro-3-methyl-2-(((6S)-6-methylmorpholin-2-yl)methyl)phenyl)pyrrolo[2,1-f][1,2,4]triazin-6-yl)methyl)-6,6-dimethyl-3-azabicyclo[3.1.0]hexane-2,4-dione dihydrochloride